(9H-fluoren-9-yl)methyl[(2R,3S)-1-((5-cyclopropyl-6-(4-ethynyl-2-hydroxyphenyl)pyridazin-3-yl)amino)-3-hydroxy-1-oxobutan-2-yl]carbamate C1=CC=CC=2C3=CC=CC=C3C(C12)OC(N([C@@H](C(=O)NC=1N=NC(=C(C1)C1CC1)C1=C(C=C(C=C1)C#C)O)[C@H](C)O)C)=O